[2-[4-[2-chloro-4-[[5-[6-(dimethylamino)-2,5-difluoro-3-pyridinyl]-1-methyl-imidazole-2-carbonyl]amino]benzoyl]piperazin-1-yl]-2-oxo-ethyl]-trimethyl-ammonium ClC1=C(C(=O)N2CCN(CC2)C(C[N+](C)(C)C)=O)C=CC(=C1)NC(=O)C=1N(C(=CN1)C=1C(=NC(=C(C1)F)N(C)C)F)C